1-(6-bromo-1,2,4-triazin-3-yl)-N-tert-butylpyrrolidin-3-amine BrC1=CN=C(N=N1)N1CC(CC1)NC(C)(C)C